N-[2-(3-chloro-5-fluoro-2-pyridyl)-2-azaspiro[3.3]heptan-6-yl]-3,4-dimethyl-pyrimido[4',5':4,5]thieno[2,3-c]pyridazin-8-amine ClC=1C(=NC=C(C1)F)N1CC2(C1)CC(C2)NC2=NC=NC1=C2SC=2N=NC(=C(C21)C)C